N-[(3,4-difluorophenyl)methyl]pyrrolidine-3-carboxamide FC=1C=C(C=CC1F)CNC(=O)C1CNCC1